7-bromo-6-fluoro-1,3-benzothiazol-2-amine BrC1=C(C=CC=2N=C(SC21)N)F